N-decanoyl(caprinoyl)alanine C(CCCCCCCCC)(=O)N([C@@H](C)C(=O)O)C(CCCCCCCCC)=O